C(C)(C)C1N(CC1)CC(=O)NC=1C=C(C(=NC1)C)NC(=O)C=1N=NN2C1C=CC(=C2)C=2C=NN(C2)C2COCC2 N-[5-[[2-(2-isopropylazetidin-1-yl)acetyl]amino]-2-methyl-3-pyridyl]-6-(1-tetrahydrofuran-3-ylpyrazol-4-yl)triazolo[1,5-a]pyridine-3-carboxamide